C(C)(C)(C)C=1C(=NC(=NC1)Cl)NC1=NNC(=C1)C1CC1 tert-butyl-2-chloro-N-(5-cyclopropyl-1H-pyrazol-3-yl)pyrimidin-4-amine